4-(4-methoxyphenyl)-9-azabicyclo[4.2.1]non-3-ene-3,9-dicarboxylic acid 9-tert-butyl 3-ethyl ester C(C)OC(=O)C=1CC2CCC(CC1C1=CC=C(C=C1)OC)N2C(=O)OC(C)(C)C